C(C)(C)(C)OC(NC1=C(N=NC(=C1)CO)OC)=O [6-(hydroxymethyl)-3-methoxy-pyridazin-4-yl]carbamic acid tert-butyl ester